FC(CC(CCCCC)I)(C(C(C(CC(CCCCC)I)(F)F)(F)F)(F)F)F 8,8,9,9,10,10,11,11-octafluoro-6,13-diiodooctadecane